SCCCCCCCCCC 10-mercaptodecane